tertbutyl 3-(4-((4-(1-(2-cyanoethyl)-1H-pyrazol-4-yl)-5-methylpyrimidin-2-yl)amino)phenyl)azetidine-1-carboxylate C(#N)CCN1N=CC(=C1)C1=NC(=NC=C1C)NC1=CC=C(C=C1)C1CN(C1)C(=O)OC(C)(C)C